ethyl 4-((2-methyl-5-((6-(2-(pyrrolidin-1-yl)pyridin-3-yl)quinazolin-2-yl)amino)phenyl)carbamoyl)benzoate CC1=C(C=C(C=C1)NC1=NC2=CC=C(C=C2C=N1)C=1C(=NC=CC1)N1CCCC1)NC(=O)C1=CC=C(C(=O)OCC)C=C1